FC=1C=C(C#N)C=CC1N1CCNCC1 3-fluoro-4-(piperazin-1-yl)benzonitrile